3-(5-cyano-3-methyl-1H-indol-2-yl)piperidine-1-carboxylic acid tert-butyl ester C(C)(C)(C)OC(=O)N1CC(CCC1)C=1NC2=CC=C(C=C2C1C)C#N